1-[(6-{3-azabicyclo[3.1.0]hex-3-yl}-2-(prop-1-en-2-yl)pyridin-3-yl)methyl]-1H-pyrazole-4-carboxylic acid ethyl ester C(C)OC(=O)C=1C=NN(C1)CC=1C(=NC(=CC1)N1CC2CC2C1)C(=C)C